FC1=NC=C(C2=C1C[C@@H]1CC[C@H]2N1)OCCCN(C(OC(C)(C)C)=O)C tert-butyl (3-(((5R,8S)-1-fluoro-6,7,8,9-tetrahydro-5H-5,8-epiminocyclohepta[c]pyridin-4-yl)oxy)propyl)(methyl)carbamate